COC=1N=C2C(=CC=NC2=CC1OC)OC1=C(C=C(C=C1)NC(=O)C=1C(N(C(=C(C1C)C)C)C1=CC=CC=C1)=O)F N-[4-[(6,7-dimethoxy-1,5-naphthyridin-4-yl)oxy]-3-fluorophenyl]-4,5,6-trimethyl-2-oxo-1-phenylpyridine-3-carboxamide